N-[(4-Hydroxy-1-methyl-7-phenoxyisoquinolin-3-yl)carbonyl]glycine OC1=C(N=C(C2=CC(=CC=C12)OC1=CC=CC=C1)C)C(=O)NCC(=O)O